5-((2-amino-7-(1H-pyrazol-5-yl)quinazolin-4-yl)amino)tetrahydro-2H-pyran-3-ol NC1=NC2=CC(=CC=C2C(=N1)NC1CC(COC1)O)C1=CC=NN1